N-(4-((4-(4-(2,6-dioxopiperidin-3-yl)-2-fluorophenyl)piperazin-1-yl)methyl)-3,3-difluoropiperidin-1-yl)-3-methoxybenzamide O=C1NC(CCC1C1=CC(=C(C=C1)N1CCN(CC1)CC1C(CN(CC1)NC(C1=CC(=CC=C1)OC)=O)(F)F)F)=O